7-hydroxy-8-((1R,6R)-3-methyl-6-(prop-1-en-2-yl)cyclohex-2-en-1-yl)-5-pentyl-2-phenyl-4H-benzo[d][1,3]dioxin-4-one OC=1C=C(C2=C(OC(OC2=O)C2=CC=CC=C2)C1[C@@H]1C=C(CC[C@H]1C(=C)C)C)CCCCC